4-oxa-hexyloxydimethylsilylpropyl thiooctanoate C(CCCCCCC)(=S)OCCC[Si](C)(C)OCCCOCC